tert-Butyl 2-acrylamido-3-(5-bromobenzo[d]thiazol-2-yl)-5-methyl-4,7-dihydrothieno[2,3-c]pyridine-6(5H)-carboxylate C(C=C)(=O)NC1=C(C2=C(CN(C(C2)C)C(=O)OC(C)(C)C)S1)C=1SC2=C(N1)C=C(C=C2)Br